The molecule is an organic cation consisting of 1,8-dimethyl-3-(4-methylanilino)phenazine carrying additional 4-methylphenyl and amino substituents at positions 5 and 7 respectively. One of four components of mauvaine, a syntheteic violet-coloured dye. It has a role as a histological dye. It is a member of phenazines and an organic cation. CC1=CC=C(C=C1)NC2=CC3=[N+](C4=C(C=C(C(=C4)N)C)N=C3C(=C2)C)C5=CC=C(C=C5)C